N-(5-fluoropyridin-2-yl)-2-[2-(morpholin-4-ylcarbonyl)-5,8-dioxo-6-(propan-2-yl)-5,6,7,8-tetrahydro-4H-pyrazolo[1,5-a]pyrrolo[3,4-d]pyrimidin-4-yl]acetamide FC=1C=CC(=NC1)NC(CN1C=2N(C(C3=C1C(N(C3)C(C)C)=O)=O)N=C(C2)C(=O)N2CCOCC2)=O